FC(C1=CC(=NC=2N1N=CC2C(C)=O)C2=CC(=C(C=C2)C)C)F 1-(7-difluoromethyl-5-(3,4-dimethylphenyl)pyrazolo[1,5-a]pyrimidin-3-yl)ethan-1-one